OC1CCN(CC1)C(C)=O 1-(4-Hydroxy-piperidin-1-yl)-ethanone